C[Si](C)(C)[N-][Si](C)(C)C.[Sn+4].C[Si](C)(C)[N-][Si](C)(C)C.C[Si](C)(C)[N-][Si](C)(C)C.C[Si](C)(C)[N-][Si](C)(C)C tin bistrimethylsilylamide